4-(2-fluoro-5-nitrophenyl)-6-methylpyridin-2(1H)-one FC1=C(C=C(C=C1)[N+](=O)[O-])C1=CC(NC(=C1)C)=O